2-[2-hydrazinylidene-imidazolidin-1-yl]-acetic acid N(N)=C1N(CCN1)CC(=O)O